(RS)-4-[2-(tert-butylamino)-1-hydroxyethyl]-2-(hydroxymethyl)phenol C(C)(C)(C)NC[C@H](O)C1=CC(=C(C=C1)O)CO |r|